(S)-2-ethyl-N-(8-fluoro-2-methylimidazo[1,2-a]pyridin-6-yl)-4-(3-(methylamino)pyrrolidin-1-yl)-2H-indazole-7-carboxamide C(C)N1N=C2C(=CC=C(C2=C1)N1C[C@H](CC1)NC)C(=O)NC=1C=C(C=2N(C1)C=C(N2)C)F